(S)-methyl 5-nitro-2-((tetrahydrofuran-3-yl)amino)isonicotinate [N+](=O)([O-])C1=CN=C(C=C1C(=O)OC)N[C@@H]1COCC1